3-[[(3S,7aR,9S,11aR)-3-isopropyl-5-oxo-3,6,7,7a,8,9,10,11-octahydro-2H-oxazolo[2,3-j]quinolin-9-yl]-[[4-(trifluoromethyl)phenyl]methyl]amino]azetidine-1-carbaldehyde C(C)(C)[C@H]1CO[C@@]23CC[C@@H](C[C@H]3CCC(N21)=O)N(C2CN(C2)C=O)CC2=CC=C(C=C2)C(F)(F)F